dodecanoic acid n-heptyl ester C(CCCCCC)OC(CCCCCCCCCCC)=O